S1C(=NC2=C1C=CC=C2)NC(CNC2=NC(=CC(=C2C#N)C(F)(F)F)C)=O N-(benzo[d]thiazol-2-yl)-2-((3-cyano-6-methyl-4-(trifluoromethyl)pyridin-2-yl)amino)acetamide